4-(dimethylphosphoryl)-2-methoxybenzoic acid CP(=O)(C)C1=CC(=C(C(=O)O)C=C1)OC